S(=O)(=O)([O-])[O-].[Na+].C(CCCCCCCCCCCC)O.[Na+] tridecyl alcohol sodium sulfate salt